N-[3-(2-PYRIMIDIN-2-YLETHYNYL)PHENYL]-4,5,6,7-TETRAHYDRO-1,3-BENZOTHIAZOLE-2-CARBOXAMIDE N1=C(N=CC=C1)C#CC=1C=C(C=CC1)NC(=O)C=1SC2=C(N1)CCCC2